2,3-bis((8-(2-octylcyclopropyl)octyl)oxy)propyl (Z)-2-(3-oxo-2-(pent-2-en-1-yl)cyclopentyl)acetate O=C1C(C(CC1)CC(=O)OCC(COCCCCCCCCC1C(C1)CCCCCCCC)OCCCCCCCCC1C(C1)CCCCCCCC)C\C=C/CC